1-methyl-7-phenoxy-3,4-dihydroisoquinoline-3-carboxylic acid ethyl ester C(C)OC(=O)C1N=C(C2=CC(=CC=C2C1)OC1=CC=CC=C1)C